1-(3-bromo-4-methylphenyl)-2,2-difluoroethan-1-ol BrC=1C=C(C=CC1C)C(C(F)F)O